(R)-8-(ethylamino)-4-(2-fluoro-4-(1-(3-fluorophenyl)-3-(methylamino)propoxy)benzyl)-1-methyl-1,2,3,4-tetrahydro-5H-pyrido[2,3-e][1,4]diazepin-5-one C(C)NC=1C=CC2=C(N(CCN(C2=O)CC2=C(C=C(C=C2)O[C@H](CCNC)C2=CC(=CC=C2)F)F)C)N1